(4,5-dimethylthiazol-2-yl)(o-tolyl)methylamine CC=1N=C(SC1C)NCC1=C(C=CC=C1)C